silane-Al [SiH2]=O